FC1=C2C=CC=NC2=C(C(=C1)F)COC1=C(C=C(C(=C1)[N+](=O)[O-])F)OC 5,7-difluoro-8-((4-fluoro-2-methoxy-5-nitrophenoxy)methyl)quinoline